OC1(CCC(CC1)C=1C=CC=C2C(=CNC12)C1=NC(NC=C1C(F)(F)F)=O)C 4-(7-((1r,4S)-4-hydroxy-4-methylcyclohexyl)-1H-indol-3-yl)-5-(trifluoromethyl)pyrimidon